C(C)(C)(C)N(C(O)=O)C[C@H]1CN(CC1)C1CCOCC1.CC1=NC=NC=C1C(=O)NCC=1C=C2C(=C(NC2=CC1)C1=NC=NC=C1C)C 4-methyl-N-[[3-methyl-2-(5-methylpyrimidin-4-yl)-1H-indol-5-yl]methyl]pyrimidine-5-carboxamide (R)-tert-butyl-(1-(tetrahydro-2H-pyran-4-yl)pyrrolidin-3-yl)methylcarbamate